FC=1C(=NC(=NC1)N1C(CNCC1)C)NC=1C=C2C=NNC2=CC1 N-(5-fluoro-2-(2-methylpiperazin-1-yl)pyrimidin-4-yl)-1H-indazol-5-amine